C(C=C)OCC(C(=O)OCC(OC1=CCCC1)OC1=CCCC1)=C dicyclopentenyloxyethyl α-allyloxymethylacrylate